BrC1=CC=C(C(=C1C(=O)OC)F)C(F)(F)F methyl 6-bromo-2-fluoro-3-(tri-fluoromethyl)-benzoate